3-[(2S)-oxetan-2-ylmethyl]benzimidazole-5-carboxylic acid O1[C@@H](CC1)CN1C=NC2=C1C=C(C=C2)C(=O)O